(E)-N-(2-butoxyphenyl)-3-(3-chloro-4-methoxyphenyl)acrylamide C(CCC)OC1=C(C=CC=C1)NC(\C=C\C1=CC(=C(C=C1)OC)Cl)=O